C(CCCCCCCCCCCCCCCCC)C(C(=O)N)CC(=O)N octadecylsuccinamide